2-(4-tert-Butylphenyl)-5-methyl-1H-benzo[d]imidazole C(C)(C)(C)C1=CC=C(C=C1)C1=NC2=C(N1)C=CC(=C2)C